ClC=1C=C(C=C(C1C(=O)C1=NN(C(C(=C1)C(C)C)=O)C)Cl)N(C(OC(C)(C)C)=O)CC1=NOC(N1)=O tert-butyl (3,5-dichloro-4-(5-isopropyl-1-methyl-6-oxo-1,6-dihydropyridazine-3-carbonyl)phenyl)((5-oxo-4,5-dihydro-1,2,4-oxadiazol-3-yl)methyl)carbamate